ethyl 9-(4-{4-amino-3-[4-(difluoromethanesulfonamido)-3-[(1S)-1-(4-fluorophenyl) ethoxy]phenyl]-1-methyl-1H-pyrazolo[4,3-c]pyridin-7-yl}-1H-pyrazol-1-yl)nonanoate NC1=NC=C(C2=C1C(=NN2C)C2=CC(=C(C=C2)NS(=O)(=O)C(F)F)O[C@@H](C)C2=CC=C(C=C2)F)C=2C=NN(C2)CCCCCCCCC(=O)OCC